C1(CCCC1)NC=1C2=C(N=C(N1)NC1=CC=C(C=3OCCOC31)C(=O)N3CCN(CC3)C3CC3)NC=C2C#N 4-(cyclopentylamino)-2-((8-(4-cyclopropylpiperazine-1-carbonyl)-2,3-dihydro-benzo[b][1,4]dioxin-5-yl)amino)-7H-pyrrolo[2,3-d]pyrimidine-5-carbonitrile